The molecule is a steroid sulfate oxoanion that is the conjugate base of androsterone sulfate, obtained by deprotonation of the sulfo group; major species at pH 7.3. It is a conjugate base of an androsterone sulfate. C[C@]12CC[C@H](C[C@@H]1CC[C@@H]3[C@@H]2CC[C@]4([C@H]3CCC4=O)C)OS(=O)(=O)[O-]